C[C@]12CC(C[C@](CC1)(N2)C)=CC=2N=CC(=NC2)C2=C(C=C(C=C2)N2C=NC=C2)O 2-(5-((E)-((1R,5S)-1,5-dimethyl-8-azabicyclo[3.2.1]octan-3-ylidene)methyl)pyrazin-2-yl)-5-(1H-imidazol-1-yl)phenol